(2R)-4-[(2R)-3-(3,4-dihydro-1H-isoquinolin-2-yl)-2-hydroxy-propyl]-8-[[1-(2-ethoxyethyl)-4-piperidinyl]oxy]-2-methyl-2,3-dihydro-1,4-benzoxazepin-5-one C1N(CCC2=CC=CC=C12)C[C@H](CN1C[C@H](OC2=C(C1=O)C=CC(=C2)OC2CCN(CC2)CCOCC)C)O